(10S)-3-bromo-6,6-difluoro-10-methyl-2-thia-8,11-diazatricyclo[6.4.1.04,13]trideca-1(13),3-dien-12-one BrC=1SC=2C(N[C@H](CN3CC(CC1C23)(F)F)C)=O